3-(((7-(1H-Pyrazol-4-yl)-2,3-dihydrofuro[3,2-c]pyridin-4-yl)amino)methyl)-N-(6-(dimethylamino)-4,5,6,7-tetrahydrobenzo[d]thiazol-2-yl)benzamid N1N=CC(=C1)C=1C2=C(C(=NC1)NCC=1C=C(C(=O)NC=3SC4=C(N3)CCC(C4)N(C)C)C=CC1)CCO2